S(=O)(=O)(O)O.C(CCC)C1=NC=CN1C=C butyl-3-vinylimidazole hydrogen sulfate